methyl 1-(2,6-difluoro-4-methoxyphenyl)cyclopropane-1-carboxylate FC1=C(C(=CC(=C1)OC)F)C1(CC1)C(=O)OC